(R)-1-(2-chloropyridin-3-yl)ethyl (4-(5-(6-cyanospiro[3.3]heptane-2-carboxamido)pyridin-2-yl)-1-methyl-1H-1,2,3-triazol-5-yl)carbamate C(#N)C1CC2(CC(C2)C(=O)NC=2C=CC(=NC2)C=2N=NN(C2NC(O[C@H](C)C=2C(=NC=CC2)Cl)=O)C)C1